NCC(CCO[Si](C)(C)C(C)(C)C)O 1-amino-4-[tert-butyl-(dimethyl)silyl]oxybutan-2-ol